Pentylacetat C(CCCC)OC(C)=O